NC=1SC2=C(N1)C(=CC=C2F)C2=C(C=C1C(=NC(=NC1=C2F)OC[C@]21CCCN1C[C@@H](C2)F)N2C[C@@H](CCC2)C#N)C(F)(F)F (3R)-1-(7-(2-amino-7-fluorobenzo[d]thiazol-4-yl)-8-fluoro-2-(((2R,7aS)-2-fluorotetrahydro-1H-pyrrolizin-7a(5H)-yl)methoxy)-6-(trifluoromethyl)quinazolin-4-yl)piperidine-3-carbonitrile